NC1=C(C=CC(=N1)[C@H]1N(CC[C@](C1)(O)C(F)F)C(=O)OC(C)(C)C)NC(=O)OC(C)(C)C tert-Butyl (2S,4R)-2-[6-amino-5-(tert-butoxycarbonylamino)pyridin-2-yl]-4-(difluoromethyl)-4-hydroxypiperidine-1-carboxylate